(4-bromo-2-fluoro-6-(vinylthio)phenyl)methanol BrC1=CC(=C(C(=C1)SC=C)CO)F